FC(O[C@@H]1CN(CC1)C(=O)C=1C=NN(C1)C12CCC(CC1)(CC2)C(=O)OC)(F)F methyl 4-{4-[(3S)-3-(trifluoromethoxy)pyrrolidine-1-carbonyl]-1H-pyrazol-1-yl}bicyclo[2.2.2]octane-1-carboxylate